N-(1-(2,6-dioxopiperidin-3-yl)-2-oxo-1,2-dihydrobenzo[cd]indol-6-yl)-7-(piperidin-1-yl)heptylamide O=C1NC(CCC1N1C(C2=C3C(C(=CC=C13)[N-]CCCCCCCN1CCCCC1)=CC=C2)=O)=O